(1R,4R)-4-(2-(((R)-2-(5-fluoropyridin-3-yl)-2-hydroxyethyl)amino)-2-methylpropyl)-N,N-dimethylcyclohexane-1-sulfonamide dihydrochloride Cl.Cl.FC=1C=C(C=NC1)[C@H](CNC(CC1CCC(CC1)S(=O)(=O)N(C)C)(C)C)O